3-Ethyl-1,5-dimethyl-pyrazol-4-ol C(C)C1=NN(C(=C1O)C)C